N-ethyl-4-(tert-butylimino)-2-penten-2-amine C(C)NC(C)=CC(C)=NC(C)(C)C